4-((4-methylpiperazin-1-yl)methyl)benzene CN1CCN(CC1)CC1=CC=CC=C1